1-phenylnaphthalen C1(=CC=CC=C1)C1=CC=CC2=CC=CC=C12